(difluoro(2-(((S)-1-((S)-2-(isoindoline-2-carbonyl)pyrrolidin-1-yl)-3,3-dimethyl-1-oxobutan-2-yl)carbamoyl)benzo[b]thiophen-5-yl)methyl)phosphonic acid FC(C1=CC2=C(SC(=C2)C(N[C@H](C(=O)N2[C@@H](CCC2)C(=O)N2CC3=CC=CC=C3C2)C(C)(C)C)=O)C=C1)(F)P(O)(O)=O